CC=1C=C(C=CC1OC1=CC2=C(N(N=N2)C)C=C1)NC1=NC=NC2=C1N=C(N=C2)N2C[C@H]1CC[C@@H](C2)C1NC(C=C)=O N-((1R,5S,8s)-3-(8-((3-methyl-4-((1-methyl-1H-benzo[d][1,2,3]triazol-5-yl)oxy)phenyl)amino)pyrimido[5,4-d]pyrimidin-2-yl)-3-azabicyclo[3.2.1]octan-8-yl)acrylamide